2-(3-cyano-4-(3-methoxypropoxy)phenyl)-4-methylthiazole-5-carboxylic acid ethyl ester C(C)OC(=O)C1=C(N=C(S1)C1=CC(=C(C=C1)OCCCOC)C#N)C